CSC=1C=C2CC\C(\C(C2=CC1)=O)=C/C1=C(C=CC=C1)C=1N=CN(C1)C(C1=CC=CC=C1)(C1=CC=CC=C1)C1=CC=CC=C1 (E)-6-(methylthio)-2-(2-(1-trityl-1H-imidazol-4-yl)benzylidene)-3,4-dihydronaphthalen-1(2H)-one